C(CC#C)O[C@@H]1O[C@@H]([C@@H]([C@@H]([C@H]1O)O)O)CO[Si](C)(C)C(C)(C)C (2R,3R,4S,5R,6R)-2-(but-3-yn-1-yloxy)-6-(((tert-butyldimethylsilyl)oxy)methyl)tetrahydro-2H-pyran-3,4,5-triol